COC1=CC=C(CNC=2C=CC(=NC2C)C2=C(C(=NO2)C)C(=O)OC)C=C1 methyl 5-(5-((4-methoxybenzyl)amino)-6-methylpyridin-2-yl)-3-methylisoxazole-4-carboxylate